COC1=C(CN2C(N(CCC2=O)C=2C=NN3C2C=CC=C3)=O)C=CC(=C1)OC 3-(3-(2,4-dimethoxybenzyl)-2,4-dioxotetrahydropyrimidin-1(2H)-yl)Pyrazolo[1,5-a]Pyridine